[Si].[Ca].[Fe] iron calcium-silicon